N-(3-cyano-4-fluoro-1H-indol-7-yl)-3-fluoro-1-(2-hydroxy-2-methyl-propyl)pyrazole-4-sulfonamide C(#N)C1=CNC2=C(C=CC(=C12)F)NS(=O)(=O)C=1C(=NN(C1)CC(C)(C)O)F